tributyl phosphate, lithium salt [Li].P(=O)(OCCCC)(OCCCC)OCCCC